(4S,5R)-4,5-dimethyl-5-(trifluoromethyl)tetrahydrofuran-2-one C[C@H]1CC(O[C@]1(C(F)(F)F)C)=O